BrCC=1N=CC(=NC1)NC1C(NC(CC1)=O)=O 3-((5-(Bromomethyl)pyrazin-2-yl)amino)piperidine-2,6-dione